2-butyl-4,6-dichloro-1,3,5-triazine C(CCC)C1=NC(=NC(=N1)Cl)Cl